BrC=1C=C2C3(CN(C2=CC1)C(=O)C1=CC(=CC=C1)S(=O)(=O)C1CCCC1)CCC1(CC3)CC1 (5''-bromodispiro[cyclopropane-1,1'-cyclohexane-4',3''-indolin]-1''-yl)(3-(cyclopentylsulfonyl)phenyl)methanone